2,4,6-tris(dibenzofuran-2-yl)-1,3,5-triazine C1=C(C=CC=2OC3=C(C21)C=CC=C3)C3=NC(=NC(=N3)C3=CC2=C(OC1=C2C=CC=C1)C=C3)C3=CC1=C(OC2=C1C=CC=C2)C=C3